3-(imidazo[1,2-a]pyridin-6-yl)-N-(6-(4-methylpiperazin-1-yl)pyridin-3-yl)-1H-pyrrolo[2,3-b]pyridine-5-carboxamide N=1C=CN2C1C=CC(=C2)C2=CNC1=NC=C(C=C12)C(=O)NC=1C=NC(=CC1)N1CCN(CC1)C